COC(=O)C=1C(=C(C=CC1)NC1=C2C=NN(C2=CC=C1OC1=C(C=CC=C1)Cl)C1CCOCC1)C(=O)OC 3-[[5-(2-Chlorophenoxy)-1-tetrahydropyran-4-yl-indazol-4-yl]amino]benzene-1,2-dicarboxylic acid dimethyl ester